C1(CCCCC1)C1=C(OC2(CC2)C(=O)NS(=O)(=O)C2=CC=CC(=N2)N2CCCCC2)C=C(C=C1)C 1-(6-(N-(1-(2-Cyclohexyl-5-methylphenoxy)cyclopropan-1-carbonyl)sulfamoyl)pyridin-2-yl)piperidin